C(CCCCCCC\C=C/CCCCCCCC)NCCCCCCNCCCCCCCC\C=C/CCCCCCCC dioleyl-hexamethylenediamine